ClC1=CC(=CS1)CNC1=NC=CC(=N1)C(C)C 5-chloro-3-(((4-isopropylpyrimidin-2-yl)amino)methyl)thiophene